1'-(4-(4-(aminomethyl)-1-oxo-1,2-dihydro-phthalazin-6-yl)-1-methyl-1H-pyrazol-5-yl)-4'-chlorospiro[cyclopropane-1,3'-indoline]-2'-one hydrochloride Cl.NCC1=NNC(C2=CC=C(C=C12)C=1C=NN(C1N1C(C2(C3=C(C=CC=C13)Cl)CC2)=O)C)=O